(R)-N-(3-hydroxy-4,4-dimethoxy-1-(pyrazin-2-yl)butyl)-2-methylpropane-2-sulfinamide OC(CC(C1=NC=CN=C1)N[S@](=O)C(C)(C)C)C(OC)OC